3-(1-(4-[2-(4-chloro-phenyl)-5-isopropyl-oxazol-4-yl]-5-cyano-2H-[1,2,3]triazol-2-yl)-ethoxycarbonyloxy)-2,2-dimethyl-propionic acid ClC1=CC=C(C=C1)C=1OC(=C(N1)C1=NN(N=C1C#N)C(C)OC(=O)OCC(C(=O)O)(C)C)C(C)C